COC1=CC=C2[C@H]([C@@H](N(C(C2=C1)=O)CC1CCN(CC1)C)C1=CC=C(C=C1)C(F)(F)F)C(=O)NC1=CC(=CC=C1)N1CCN(CC1)C |o1:6,7| Rel-(3R,4R)-7-methoxy-N-(3-(4-methylpiperazin-1-yl)phenyl)-2-((1-methylpiperidin-4-yl)methyl)-1-oxo-3-(4-(trifluoromethyl)phenyl)-1,2,3,4-tetrahydroisoquinoline-4-carboxamide